FC=1C=CC(=NC1)CC=1C(=NC(=NC1)C1=NC(=NC=C1)N)C#CC=1C=C2C(=NNC2=CC1)C ((5-fluoropyridin-2-yl)methyl)-4-((3-methyl-1H-indazol-5-yl)ethynyl)-[2,4'-bipyrimidin]-2'-amine